CC=1SCSC1C 4,5-dimethyl-1,3-dithiol